C(#N)C=1C=NN2C1C(=CC(=C2)C=2C=NN(C2)C(F)F)C=2C=CC(=NC2)C(C(=O)N)=C (5-(3-cyano-6-(1-difluoromethyl-1H-pyrazol-4-yl)pyrazolo[1,5-a]pyridin-4-yl)pyridin-2-yl)acrylamide